4-(5-fluorobenzo[d]oxazol-2-yl)-6,7-dihydro-1H-imidazo[4,5-c]pyridin FC=1C=CC2=C(N=C(O2)C2=NCCC3=C2N=CN3)C1